C(C)N1CCN(CC1)C1=CC=CC(=N1)NC(OC(C)(C)C)=O tert-Butyl N-[6-(4-ethylpiperazin-1-yl)pyridin-2-yl]carbamate